BrC=1C=C2C(CN(C(C2=CC1)=O)CC(=O)NC1=NC=NC=C1F)CC 2-(6-bromo-4-ethyl-1-oxo-3,4-dihydroisoquinolin-2(1H)-yl)-N-(5-fluoropyrimidin-4-yl)acetamide